NC=1N=C2C=C(C=NC2=C(C1)C)C(=O)N([C@H](C)C1=NC=CC=N1)CC1=NC=C(C=C1)Br |r| Racemic-6-amino-N-[(5-bromo-2-pyridyl)methyl]-8-methyl-N-(1-pyrimidin-2-ylethyl)-1,5-naphthyridine-3-carboxamide